C(CCCCCCC\C=C/C\C=C\C)CC(=O)O.C(C)(=O)OCCCCCCCCC=CCC=CC 9,12-tetradecadien-1-yl acetate ((Z,E)-9,12-tetradecadien-1-yl acetate)